O=C1OC(CC1C1CC2C(C(OC2=O)=O)C2=CC=CC=C12)=O 1,3,3a,4,5,9b-hexahydro-5-(Tetrahydro-2,5-dioxo-3-furanyl)naphtho[1,2-C]furan-1,3-dione